COC1=CC=C(C=C1)C1NCCC1 2-(4-methoxyphenyl)pyrrolidine